ClC=1C=C(C=C(C1)F)NC(=O)NC1=C(C=CC(=C1)Cl)C(=O)NN 1-(3-chloro-5-fluorophenyl)-3-(5-chloro-2-hydrazinocarbonylphenyl)-urea